tert-Butyl (3-(3-bromophenyl)pentan-3-yl)carbamate BrC=1C=C(C=CC1)C(CC)(CC)NC(OC(C)(C)C)=O